FC1=C2C(=CNC2=CC=C1)C(C(=O)N(C([2H])([2H])[2H])C([2H])([2H])[2H])=O 2-(4-fluoro-1H-indol-3-yl)-N,N-bis(methyl-d3)-2-oxoacetamide